NC1=NC=2C=CC(=CC2C2=C1COC2)C(=O)N2C[C@@H](OC[C@@H]2C2=CC=C(C=C2)OC(F)(F)F)C |&1:21| (4-amino-1,3-dihydrofuro[3,4-c]quinolin-8-yl)-[(2S,SR)-2-methyl-5-[4-(trifluoromethoxy)phenyl]morpholin-4-yl]methanone